2-(1H-benzo[d]imidazol-2-yl)-5-(benzyloxy)-6-methoxy-1,2,3,4-tetrahydroisoquinoline-3-carboxylic acid ethyl ester C(C)OC(=O)C1N(CC2=CC=C(C(=C2C1)OCC1=CC=CC=C1)OC)C1=NC2=C(N1)C=CC=C2